6-((1-((2-methylpyridin-3-yl)methyl)-3-oxoisoindolin-2-yl)methyl)benzo[d]oxazol-2(3H)-one CC1=NC=CC=C1CC1N(C(C2=CC=CC=C12)=O)CC1=CC2=C(NC(O2)=O)C=C1